(2S,3S)-2-((tert-butoxycarbonyl)amino)-3-methyl-pentanoic acid C(C)(C)(C)OC(=O)N[C@H](C(=O)O)[C@H](CC)C